P(OC1CCC1)([O-])=O Cyclobutyl phosphonate